COC=1C=C2C=CC(=CC2=CC1)[C@@H](C(=O)N1C=CC2=C1N=CN=C2N2C[C@]1([C@H](CN1C(CC#N)=O)C)CC2)C 3-((3S,4r)-6-(7-((S)-2-(6-methoxynaphthalen-2-yl)propionyl)-7H-pyrrolo[2,3-d]pyrimidin-4-yl)-3-methyl-1,6-diazaspiro[3.4]oct-1-yl)-3-oxopropionitrile